N-(cis-2-((2',6'-difluorobiphenyl-3-yl)methyl)-1-isobutyrylpyrrolidin-3-yl)methanesulfonamide FC1=C(C(=CC=C1)F)C1=CC(=CC=C1)C[C@@H]1N(CC[C@@H]1NS(=O)(=O)C)C(C(C)C)=O